[N+](=O)([O-])C1=CC=C(C=C1)COCCCO 3-[(4-nitrophenyl)methoxy]propan-1-ol